FC(C(CC(=O)O)C)(F)F 4,4,4-trifluoro-3-methylbutanoic acid